(2R,4S)-2-(dimethylamino)-4-phenyl-1,3,2-oxathiaphospholane 2-sulfide CN([P@@]1(OC[C@@H](S1)C1=CC=CC=C1)=S)C